8-chloro-5-[[2-[3-[5-(difluoromethyl)-6-oxo-1-tetrahydropyran-2-yl-pyridazin-4-yl]propyl]-2-azaspiro[3.3]heptan-6-yl]methyl]-2-methyl-phthalazin-1-one ClC=1C=CC(=C2C=NN(C(C12)=O)C)CC1CC2(CN(C2)CCCC=2C=NN(C(C2C(F)F)=O)C2OCCCC2)C1